ClC=1C=C2C(=CN=C(C2=CN1)C(=O)NCCN(C)C)C(C)C 6-Chloro-N-(2-(dimethylamino)ethyl)-4-isopropyl-2,7-naphthyridine-1-carboxamide